NCC(C1=CC(=CC=C1)Cl)NC(=O)C1=CN(C=C1)C1=NC(=NC=C1C)NC1=CC2=C(OC(O2)(F)F)C=C1 N-(2-amino-1-(3-chloro-phenyl)ethyl)-1-(2-((2,2-difluoro-benzo[d][1,3]dioxol-5-yl)amino)-5-methyl-pyrimidin-4-yl)-1H-pyrrole-3-carboxamide